N-(4-(3-(1,7-diazaspiro[4.4]nonan-7-yl)pyridin-4-yl)-2-methylbenzyl)-1-(tert-butyl)-1H-1,2,3-triazole-4-carboxamide trifluoroacetate FC(C(=O)O)(F)F.N1CCCC12CN(CC2)C=2C=NC=CC2C2=CC(=C(CNC(=O)C=1N=NN(C1)C(C)(C)C)C=C2)C